C(#N)C1=CC2=C(CN(C[C@H]2C2=C(C=CC=C2)C=2C(=NN(C2)CC)C(F)(F)F)C(/C=C/C(CC2=CC=CC=C2)NC(OC(C)(C)C)=O)=O)S1 tert-butyl ((E)-5-((S)-2-cyano-4-(2-(1-ethyl-3-(trifluoromethyl)-1H-pyrazol-4-yl)phenyl)-4,7-dihydrothieno[2,3-c]pyridin-6(5H)-yl)-5-oxo-1-phenylpent-3-en-2-yl)carbamate